C(CCC)C=1C(=NN=NC1)SC1=CC=CC=C1 butyl-4-phenylthiotriazin